3-hydroxy-6-nitro-4-trifluoromethylpyridine OC=1C=NC(=CC1C(F)(F)F)[N+](=O)[O-]